N-[6-(5-chloro-2-fluorophenyl)pyridazin-4-yl]-7-{2-[4-(2,2,2-trifluoroethyl)piperazin-1-yl]ethoxy}quinolin-4-amine ClC=1C=CC(=C(C1)C1=CC(=CN=N1)NC1=CC=NC2=CC(=CC=C12)OCCN1CCN(CC1)CC(F)(F)F)F